C1(=CC=CC=C1)C1(CC1)N 1-phenyl-cyclopropan-1-amine